COC1=CC=2C3=CC(=CC=C3C(NC2C(=C1)C)=O)C 2-methoxy-4,9-dimethyl-6(5H)-phenanthridinone